dodecyl-dimethyl-iodosilane C(CCCCCCCCCCC)[Si](I)(C)C